(3-(5-(2-methyl-[1,1'-biphenyl]-3-yl)-1,3,4-oxadiazol-2-yl)benzyl)-L-leucine CC1=C(C=CC=C1C1=NN=C(O1)C=1C=C(CN[C@@H](CC(C)C)C(=O)O)C=CC1)C1=CC=CC=C1